tert-butyl 4-(aminomethyl)-3-methylpiperidine-1-carboxylate NCC1C(CN(CC1)C(=O)OC(C)(C)C)C